BrC1=CC(=C(C=C1)CF)F 4-bromo-2-fluoro-1-(fluoromethyl)benzene